CN1N=C(C2=CC=CC(=C12)N[C@@H]1[C@H](CC2(CNC2)CC1)C)C1C(NC(CC1)=O)=O 3-(1-methyl-7-(((6S,7S)-6-methyl-2-azaspiro[3.5]nonan-7-yl)amino)-1H-indazol-3-yl)piperidine-2,6-dione